o-hydroxybenzylidenestyrene ethyl-(2S,3R)-2-[(3-amino-2-pyridyl)sulfanyl]-3-(tert-butoxycarbonylamino)-3-phenyl-propanoate C(C)OC([C@H]([C@@H](C1=CC=CC=C1)NC(=O)OC(C)(C)C)SC1=NC=CC=C1N)=O.OC1=C(C=C=CC2=CC=CC=C2)C=CC=C1